N1=C(C=CC=C1)CN1[C@H](CCCC1)C(=O)OC Methyl (R)-1-(pyridin-2-ylmethyl)piperidine-2-carboxylate